2-amino-N-((1R,5S,6s)-3-(5-(3-cyano-6-(1-methyl-1H-pyrazol-4-yl)pyrazolo[1,5-a]pyridin-4-yl)pyridin-2-yl)-3-azabicyclo[3.1.0]hexan-6-yl)-2-phenylacetamide NC(C(=O)NC1[C@@H]2CN(C[C@H]12)C1=NC=C(C=C1)C=1C=2N(C=C(C1)C=1C=NN(C1)C)N=CC2C#N)C2=CC=CC=C2